FC(S(=O)(=O)OC=1C(CN(CC1)CC1=CC=CC=C1)(F)F)(F)F 1-benzyl-3,3-difluoro-1,2,3,6-tetrahydropyridin-4-yl trifluoromethanesulfonate